(Z)-6-((1-(cyclopropylsulfonyl)cyclopropyl)methyl)-N-hydroxy-1-methyl-7-oxo-4,5,6,7-tetrahydro-1H-pyrazolo[3,4-c]pyridine-3-carbimidoyl chloride C1(CC1)S(=O)(=O)C1(CC1)CN1C(C2=C(CC1)C(=NN2C)/C(=N/O)/Cl)=O